(E)-N'-(1-phenylethylidene)propionohydrazide C1(=CC=CC=C1)\C(\C)=N\NC(CC)=O